FC(CN1N=CC(=C1)C=1C(=NC=CC1)C(=O)NC=1C(=NN(C1)C1CN(C1)C1CCN(CC1)C(CO)=O)C(F)F)F (1-(2,2-difluoroethyl)-1H-pyrazol-4-yl)-N-(3-(difluoromethyl)-1-(1-(1-(2-hydroxyacetyl)piperidin-4-yl)azetidin-3-yl)-1H-pyrazol-4-yl)-2-pyridineamide